2,5,9,11-tetraoxatridecan-12-yl (2S)-2-(2-(benzofuran-6-carbonyl)-5,7-dichloro-1,2,3,4-tetrahydroisoquinoline-6-carboxamido)-3-(3-(methylsulfonyl)phenyl)propanoate O1C=CC2=C1C=C(C=C2)C(=O)N2CC1=CC(=C(C(=C1CC2)Cl)C(=O)N[C@H](C(=O)OC(OCOCCCOCCOC)C)CC2=CC(=CC=C2)S(=O)(=O)C)Cl